C(C=C)(=O)NC1=C(C(=O)NC2=CC(=NN2)CCC2=CC(=CC(=C2)OC)OC)C=CC(=C1)OC(F)(F)F 2-acrylamido-N-(3-(3,5-dimethoxyphenethyl)-1H-pyrazol-5-yl)-4-(trifluoromethoxy)benzamide